FC=1C=C(C=C(C1S(N)(=O)=O)F)C(C(=O)O)(C)C 2-(3,5-difluoro-4-sulfamoyl-phenyl)-2-methyl-propanoic acid